FC(C1=C(C=CC=C1)P(N(P(C1=CC=C(C=C1)[Si](CCCC)(CCCC)CCCC)C1=CC=C(C=C1)[Si](CCCC)(CCCC)CCCC)CCCC)C1=C(C=CC=C1)C(F)(F)F)(F)F N-(bis(2-(trifluoromethyl)phenyl)phosphaneyl)-N-butyl-1,1-bis(4-(tributylsilyl)phenyl)phosphanamine